N-methyl-1-(2-oxo-1,3-dihydrobenzimidazol-5-yl)benzimidazole-5-carboxamide CNC(=O)C1=CC2=C(N(C=N2)C2=CC3=C(NC(N3)=O)C=C2)C=C1